FC(C(=O)O)(F)F.NC1CCN(CC1)S(=O)(=O)C=1C=C(C=CC1)N1CCC(CC1)CN1CCC(CC1)C1=CC=C2C(=NN(C2=C1)C)N1C(NC(CC1)=O)=O 1-(6-(1-((1-(3-((4-Aminopiperidin-1-yl)sulfonyl)phenyl)piperidin-4-yl)methyl)piperidin-4-yl)-1-methyl-1H-indazol-3-yl)dihydropyrimidine-2,4(1H,3H)-dione 2,2,2-trifluoroacetate